N-(2-aminoethyl)-N-methylglycine ethyl ester C(C)OC(CN(C)CCN)=O